The molecule is a 6-amino-5-oxocyclohex-2-ene-1-carboxylic acid in which both stereocentres have S-configuration. It is an enantiomer of a (1R,6R)-6-amino-5-oxocyclohex-2-ene-1-carboxylic acid. It is a tautomer of a (1S,6S)-6-ammonio-5-oxocyclohex-2-ene-1-carboxylate. C1C=C[C@@H]([C@@H](C1=O)N)C(=O)O